para-tert-butylphenyl glycidyl ether C(C1CO1)OC1=CC=C(C=C1)C(C)(C)C